BrC=1C(=NC(=NC1)NC=1C=CC2=C(OC[C@H]3N2CCOC3)C1)NC=1C(=C3N=CC=NC3=CC1)P(C)(C)=O (S)-(6-((5-bromo-2-((1,2,4a,5-tetrahydro-4H-benzo[b][1,4]oxazino[4,3-d][1,4]oxazin-8-yl)amino)pyrimidin-4-yl)amino)quinoxalin-5-yl)dimethylphosphine oxide